OC1(CC(C1)C1=CC=NC=2N1N=C(C2C#N)C=2C=CC1=C(N=C(S1)C1=CC=CC=C1)C2)C 7-(3-hydroxy-3-methylcyclobutyl)-2-(2-phenylbenzo[d]thiazol-5-yl)pyrazolo[1,5-a]pyrimidine-3-carbonitrile